(4,4-diphenyl-5-t-butylphenyl)-4-5-t-butylphenyl-1,2,4-triazole C1(=CC=CC=C1)C1(CC=C(C=C1C(C)(C)C)C1=NN=CN1C1=CC=CC(=C1)C(C)(C)C)C1=CC=CC=C1